OS(=O)(=O)N=O hydroxyketosulfonamide